C(N)(=O)[C@H]1N2C(N([C@H](C=C1C)C2)O[C@@H](C(=O)O)F)=O (2R)-{[(2S,5R)-2-carbamoyl-3-methyl-7-oxo-1,6-diazabicyclo[3.2.1]oct-3-en-6-yl]oxy}(fluoro)acetic acid